2-methylsulfanylthieno[2,3-d]thiazole-5-carboxylic acid CSC=1SC2=C(N1)SC(=C2)C(=O)O